P(=O)(OC1=C(C=C(C=C1Br)Br)Br)([O-])[O-] (2,4,6-tribromophenyl) phosphate